C1(=CC=C(C=C1)C1NCCC1)C 2-(p-tolyl)pyrrolidine